5-[(2,3-Di-tert-butylphenoxymethylthio)methyl]oxazole-2(3H)-thione C(C)(C)(C)C1=C(OCSCC2=CNC(O2)=S)C=CC=C1C(C)(C)C